C[C@H]1CC[C@@H](N(C1)C(=O)OC(C)(C)C)C=1C=CC2=C(N=C(S2)N2CCOCC2)C1 (2R,5S)-tert-butyl 5-methyl-2-(2-Morpholinobenzo[d]thiazol-5-yl)piperidine-1-carboxylate